C1(=CC=C(C=C1)CNC1=C2N=CN(C2=NC(=N1)N1[C@H](CNCC1)C)C(C)C)C1=CC=CC=C1 (S)-N-([1,1'-biphenyl]-4-ylmethyl)-9-isopropyl-2-(2-methylpiperazin-1-yl)-9H-purin-6-amine